8-((2S,5R)-4-((4-chlorophenyl)(4-cyanophenyl)methyl)-2,5-dimethylpiperazin-1-yl)-5-methyl-6-oxo-5,6-dihydro-1,5-naphthyridine-2-carbonitrile ClC1=CC=C(C=C1)C(N1C[C@@H](N(C[C@H]1C)C1=CC(N(C=2C=CC(=NC12)C#N)C)=O)C)C1=CC=C(C=C1)C#N